ClCC=1N=C(OC1)C=1C(=C(C=CC1)O)OC(F)F (4-(chloromethyl)oxazol-2-yl)-2-(difluoromethoxy)phenol